3-(4-((4-((4'-fluoro-3,4,5,6-tetrahydro-[1,1'-biphenyl]-2-yl)methyl)piperazin-1-yl)Methyl)-1-oxoisoindolin-2-yl)piperidine-2,6-dione FC1=CC=C(C=C1)C1=C(CCCC1)CN1CCN(CC1)CC1=C2CN(C(C2=CC=C1)=O)C1C(NC(CC1)=O)=O